2-(6-amino-5-fluoropyridin-3-yl)-N-(5-(2-(trans-2,6-dimethylmorpholino)acetamido)-2-methylpyridin-3-yl)pyrazolo[5,1-b]thiazole-7-carboxamide NC1=C(C=C(C=N1)C1=CN2C(S1)=C(C=N2)C(=O)NC=2C(=NC=C(C2)NC(CN2C[C@@H](O[C@H](C2)C)C)=O)C)F